N1=CC=C(C=C1)C=1N=C(C2=C(N1)SC=C2)NC(P(O)(O)=O)P(O)(O)=O (((2-(pyridin-4-yl)thieno[2,3-d]pyrimidin-4-yl)amino)methylene)bis(phosphonic acid)